NCC=1C=CC(=NC1)C(N[C@H](C(NCCCC[C@H](NC(N[C@@H](CCC(=O)O)C(=O)O)=O)C(=O)O)=O)CC=1C=C2C=CC=NC2=CC1)=O (3S,10S,14S)-1-[5-(aminomethyl)pyridin-2-yl]-1,4,12-trioxo-3-[(quinolin-6-yl)methyl]-2,5,11,13-tetraazahexadecane-10,14,16-tricarboxylic acid